CS(=O)(=O)C=1C=CC(=NC1)C(N)=N 5-(methylsulfonyl)picolinimidamide